tert-butyl (R,E)-2-(4-fluorostyryl)pyrrolidine-1-carboxylate FC1=CC=C(/C=C/[C@@H]2N(CCC2)C(=O)OC(C)(C)C)C=C1